2,2'-bis(cyclopenta[a]naphthalene-2-yl)-4,4'-di-tert-butyl-biphenyl C1C(=CC=2C1=C1C=CC=CC1=CC2)C2=C(C=CC(=C2)C(C)(C)C)C2=C(C=C(C=C2)C(C)(C)C)C2=CC=1C(=C3C=CC=CC3=CC1)C2